1-(3-nitrobenzyl)-4-phenylpiperazine [N+](=O)([O-])C=1C=C(CN2CCN(CC2)C2=CC=CC=C2)C=CC1